ClC1=NC=CC(=C1NC(=O)C=1C=NC(=NC1)C(C)C)C1=NC=CC=C1F N-(2'-chloro-3-fluoro-[2,4'-bipyridyl]-3'-yl)-2-isopropylpyrimidine-5-carboxamide